(Z)-3-Methyl-2-(2-pentenyl)-2-cyclopenten CC1=C(CCC1)C\C=C/CC